NC=1C(=NC=C(C1)Cl)C(C)(C)O 2-(3-amino-5-chloropyridin-2-yl)propan-2-ol